FC(C=1C=CC(=NC1)F)F 5-(Difluoromethyl)-2-fluoropyridine